(R)-(1-methyl-4-piperidinyl)(6-(2-methyl-2H-pyrazolo[3,4-b]pyridin-5-yl)thieno[2,3-b]pyridin-2-yl)methanol CN1CCC(CC1)[C@@H](O)C1=CC=2C(=NC(=CC2)C2=CC=3C(N=C2)=NN(C3)C)S1